(E)-4-(1-piperidinyl)-2-butenoic acid N1(CCCCC1)C/C=C/C(=O)O